COC1=CC=C(CN(S(=O)(=O)[C@@H](CC(=O)OC(C)C)[C@@H](CC=C)C)CC2=CC=C(C=C2)OC)C=C1 (3S,4R)-ISOPROPYL 3-(N,N-BIS(4-METHOXYBENZYL)SULFAMOYL)-4-METHYLHEPT-6-ENOATE